FC1=CC=C(C(=O)N[C@H](C(=O)NC2=CC=C(C=C2)S(NC(CN2CCOCC2)(C)C)(=O)=O)CO)C=C1 (S)-4-fluoro-N-(3-hydroxy-1-((4-(N-(2-methyl-1-morpholinopropan-2-yl)sulfamoyl)phenyl)amino)-1-oxopropan-2-yl)benzamide